BrC1=CC(=CC=C1)OCCCBr 1-bromo-3-(3-bromopropoxy)benzene